C(C=C)(=O)O.C(C)(=O)OC=C vinyl acetate-acrylic acid salt